COC=1C=C2C(=C(C(N(C2=CC1)C)=O)C#N)N1CCC(CC1)(C=1OC2=C(N1)C=CC(=C2)C)C 6-methoxy-1-methyl-4-[4-methyl-4-(6-methyl-1,3-benzoxazol-2-yl)piperidin-1-yl]-2-oxo-1,2-dihydroquinoline-3-carbonitrile